C1(CCCCC1)[C@H](C)OC1=C(C(=O)NC=2C(=NC=NC2C)C)C=C(C(=C1)N1N=C2N(CCCC2)C1=O)F 2-[(1S)-1-cyclohexylethoxy]-N-(4,6-dimethylpyrimidin-5-yl)-5-fluoro-4-(3-oxo-5,6,7,8-tetrahydro[1,2,4]triazolo[4,3-a]pyridin-2(3H)-yl)benzamide